CC=1C=CCCC1 3-methylcyclohexa-1,3-diene